(S)-6-(2-(2-(2-(2-(2-aminoacetamido)ethoxy)ethoxy)ethoxy)-4-methoxyphenyl)-N-(2-(2-cyano-4,4-difluoropyrrolidin-1-yl)-2-oxoethyl)quinoline-4-carboxamide, 2,2,2-trifluoroacetate salt FC(C(=O)O)(F)F.NCC(=O)NCCOCCOCCOC1=C(C=CC(=C1)OC)C=1C=C2C(=CC=NC2=CC1)C(=O)NCC(=O)N1[C@@H](CC(C1)(F)F)C#N